tert-butyl 3-((5-(2-(cyclopropanecarboxamido)pyrazolo[1,5-a]pyridin-5-yl)-1-methyl-1H-pyrazol-4-yl)methoxy)azetidine-1-carboxylate C1(CC1)C(=O)NC1=NN2C(C=C(C=C2)C2=C(C=NN2C)COC2CN(C2)C(=O)OC(C)(C)C)=C1